C(#N)C1=C(C=CC=C1)N1N=C(C=C1C1=CC(=CC=C1)OC1CC1)COC(C(=O)O)(C)C 2-([1-(2-Cyanophenyl)-5-(3-cyclopropoxy-phenyl)-1H-pyrazol-3-yl]methoxy)-2-methylpropanoic acid